Erbium-yttrium [Y].[Er]